(+)-4-Methyl-2-(2-methyl-5,6,7,8-tetrahydronaphthalen-1-yl)phenyl 4-methylbenzenesulfonate CC1=CC=C(C=C1)S(=O)(=O)OC1=C(C=C(C=C1)C)C1=C(C=CC=2CCCCC12)C